C(CCC)P(C12CC3CC(CC(C1)C3)C2)C23CC1CC(CC(C2)C1)C3 butyl[(3R,5S,7s)-adamantan-1-yl][(1s,3R,5S,7s)-adamantan-1-yl]phosphane